2-(2-hydroxy-3,5-dicumylphenyl)benzotriazole aluminum [Al].OC1=C(C=C(C=C1C(C)(C)C1=CC=CC=C1)C(C)(C)C1=CC=CC=C1)N1N=C2C(=N1)C=CC=C2